ClC1=CC(=NC=C1)N1N=NC(=C1)CNC(=O)C=1N=C(SC1)C1=CC=C(C=C1)S(=O)(=O)C N-((1-(4-Chloropyridin-2-yl)-1H-1,2,3-triazol-4-yl)methyl)-2-(4-(methylsulfonyl)phenyl)thiazole-4-carboxamide